NC1=C(C=CC=C1)NC(CCCCCCCNC(\C=C\C=1C=NC=CC1)=O)=O (E)-N-(2-aminophenyl)-8-(3-(pyridin-3-yl)acrylamido)octanamide